C(C)C=1C=CN=C2C=C3C(=NC12)C=CC=C3 4-ethylbenzo[b][1,5]naphthyridine